ClCC#CC1=CC(=C(C=C1)C=1N=NN(C1)CC1OCCCC1)C 4-(4-(3-chloroprop-1-ynyl)-2-methylphenyl)-1-((tetrahydro-2H-pyran-2-yl)methyl)-1H-1,2,3-triazole